NC[C@H]1NC([C@@H](SCC1)C1=CC(=CC=C1)C1=CC=C(C=C1)Cl)=O (2S,5S)-5-(aminomethyl)-2-[3-(4-chlorophenyl)phenyl]-1,4-thiazepan-3-one